6-chloro-3-(4-fluorobenzyl)-2-methylquinazolin-4(3H)-one ClC=1C=C2C(N(C(=NC2=CC1)C)CC1=CC=C(C=C1)F)=O